(R)-6-chloro-3-((1-(2-(cyclopropylmethyl)-3,6-dimethyl-4-oxo-3,4-dihydroquinazolin-8-yl)ethyl)amino)picolinic acid ClC1=CC=C(C(=N1)C(=O)O)N[C@H](C)C=1C=C(C=C2C(N(C(=NC12)CC1CC1)C)=O)C